O=[Pd] oxopalladium